(R)-(2-phenyl-5-(3-(5-(trifluoromethyl)pyridin-2-yloxy)pyrrolidin-1-yl)pyridin-4-yl)methanol C1(=CC=CC=C1)C1=NC=C(C(=C1)CO)N1C[C@@H](CC1)OC1=NC=C(C=C1)C(F)(F)F